N-(6-Chloro-2-fluoro-3-methoxyphenyl)-2-((1-methyl-1H-pyrazol-3-yl)amino)thiazole-5-carboxamide ClC1=CC=C(C(=C1NC(=O)C1=CN=C(S1)NC1=NN(C=C1)C)F)OC